C(C)(C)(C)OC(COC1=C(C=C(C(=C1)F)Br)C1=NOCC1OCCCC)=O 2-[4-bromo-5-fluoro-2-(4-butoxy-4,5-dihydroisoxazol-3-yl)phenoxy]acetic acid tert-butyl ester